FC1=C(C=CC(=C1)OC1=NN(C=C1)C=1C=NC(=NC1)OC)NC1=NC=NC2=CC(=C(C=C12)O[C@@H]1CN(CC1)C(=O)OC(C)(C)C)OC tert-butyl (S)-3-((4-((2-fluoro-4-((1-(2-methoxypyrimidin-5-yl)-1H-pyrazol-3-yl)oxy)phenyl)amino)-7-methoxyquinazolin-6-yl)oxy)pyrrolidine-1-carboxylate